C1(=CC=CC=C1)C(C1=CC=CC=C1)=NC1=CC(=CC(=N1)C(=O)NC1=CC=CC=C1)NC1=C(C=CC=C1)OC 6-((Diphenylmethylene)amino)-4-((2-methoxyphenyl)amino)-N-phenylpyridineamide